(4-fluorophenyl)(4-(((1s,4s)-4-(hydroxymethyl)cyclohexyl)amino)-2-((1-methyl-1H-pyrazol-4-yl)amino)-7H-pyrrolo[2,3-d]pyrimidine-5-yl)methanone FC1=CC=C(C=C1)C(=O)C1=CNC=2N=C(N=C(C21)NC2CCC(CC2)CO)NC=2C=NN(C2)C